(3S)-3-[5-[4-[[1-[4-[(1R,2S)-6-hydroxy-2-tetralin-6-yl-tetralin-1-yl]phenyl]-4-piperidyl]methyl]piperazin-1-yl]-1-oxo-isoindolin-2-yl]piperidine-2,6-dione OC=1C=C2CC[C@@H]([C@@H](C2=CC1)C1=CC=C(C=C1)N1CCC(CC1)CN1CCN(CC1)C=1C=C2CN(C(C2=CC1)=O)[C@@H]1C(NC(CC1)=O)=O)C=1C=C2CCCCC2=CC1